N-[4-amino-1-(2-trimethylsilylethoxymethyl)pyrazolo[4,3-c]pyridin-7-yl]-2-oxo-2-[rac-(2S,5R)-5-methyl-2-oxazol-5-yl-1-piperidyl]acetamide NC1=NC=C(C2=C1C=NN2COCC[Si](C)(C)C)NC(C(N2[C@@H](CC[C@H](C2)C)C2=CN=CO2)=O)=O |r|